3,3,5,5,7,7-hexaethyl-1,1,1,9,9,9-hexamethylpentasiloxane C(C)[Si](O[Si](C)(C)C)(O[Si](O[Si](O[Si](C)(C)C)(CC)CC)(CC)CC)CC